C(C)(C)(C)OC(=O)N1[C@@H](CN(CC1)C1=CC=C2C(=NN(C2=C1)C)C=1C(=NC(=CC1)OCC1=CC=CC=C1)OCC1=CC=CC=C1)CO.C[SiH](C1=CC=C(C=C)C=C1)C 4-(dimethylsilyl)styrene tert-butyl-(S)-4-(3-(2,6-bis(benzyloxy)pyridin-3-yl)-1-methyl-1H-indazol-6-yl)-2-(hydroxymethyl)piperazine-1-carboxylate